5,6-dimethoxy-2,3-dihydrobenzo[b]thiophene COC1=CC2=C(SCC2)C=C1OC